1,3,5-tri(chloromethyl)-2,4,6-trimethylbenzene ClCC1=C(C(=C(C(=C1C)CCl)C)CCl)C